N1C=COO1 dioxa-pyrrolin